NC=1C(=NON1)C1=NC2=C(N1CC(=O)NC1=C(C(=CC=C1)C)C)C=CC=C2 2-(2-(4-amino-1,2,5-oxadiazol-3-yl)-1H-benzo[d]imidazol-1-yl)-N-(2,3-dimethylphenyl)acetamide